C1(CC1)C1=NC=NC=C1C1=C(OC2=C(N=CN=N2)N2C[C@@H](CC2)CN2CCC3(CC2)CCC(CC3)N)C=CC(=C1)F (S)-3-((1-(6-(2-(4-cyclopropylpyrimidin-5-yl)-4-fluorophenoxy)-1,2,4-triazin-5-yl)pyrrolidin-3-yl)methyl)-3-azaspiro[5.5]undecan-9-amine